BrC1=CN(C=2N=CN=C(C21)Cl)C 5-bromo-4-chloro-7-methyl-pyrrolo[2,3-d]pyrimidine